di-n-butyl persulfate S(=O)(=O)(OCCCC)OOS(=O)(=O)OCCCC